[H-].[He] Helium hydride